5-(3-fluoro-4-methoxyphenyl)-3,3-dimethyl-N-pentylmorpholine-4-carboxamide FC=1C=C(C=CC1OC)C1COCC(N1C(=O)NCCCCC)(C)C